COC1=C(C=2N(C=C1)C(=NN2)[C@@H]2C[C@@H](CCC2)NC2=NC=C(C(=N2)OC2COC2)C(F)(F)F)C(F)(F)F N-[(1R,3S)-3-[7-methoxy-8-(trifluoromethyl)-[1,2,4]triazolo[4,3-a]pyridine-3-yl]cyclohexyl]-4-(oxetan-3-yloxy)-5-(trifluoromethyl)pyrimidin-2-amine